ClC1=C(N=CC(=N1)N1CC(CC1)(C)CNC(OC(C)(C)C)=O)C#N tert-butyl ((1-(6-chloro-5-cyanopyrazin-2-yl)-3-methylpyrrolidin-3-yl)methyl)carbamate